2-(benzenesulfonyl)-N-[(1s,4s)-4-{[6-chloro-2-(trifluoromethyl)quinolin-4-yl]amino}cyclohexyl]acetamide C1(=CC=CC=C1)S(=O)(=O)CC(=O)NC1CCC(CC1)NC1=CC(=NC2=CC=C(C=C12)Cl)C(F)(F)F